2,4-difluoro-N-(2-methoxy-5-(7-morpholinothiazolo[5,4-d]pyrimidin-2-yl)pyridin-3-yl)benzenesulfonamide FC1=C(C=CC(=C1)F)S(=O)(=O)NC=1C(=NC=C(C1)C=1SC=2N=CN=C(C2N1)N1CCOCC1)OC